BrC1=C(N=NN1CC1=CC(=C(C(=C1)Cl)C(C1=CC=C(C=C1)Cl)=O)Cl)C(=O)N 5-bromo-1-(3,5-dichloro-4-(4-chlorobenzoyl)benzyl)-1H-1,2,3-triazole-4-carboxamide